C(C)(=O)[O-].P(=O)(OC[C@H]1O[C@H]([C@@H]([C@@H]1O)O)[NH+]1CC(=CC=C1)C(N)=O)(OC[C@H]1O[C@H]([C@@H]([C@@H]1O)O)[NH+]1CC(=CC=C1)C(N)=O)[O-] bis(((2R,3S,4R,5R)-5-(3-carbamoylpyridin-1-ylium-1-yl)-3,4-dihydroxytetrahydrofuran-2-yl) methyl) phosphate acetate